FC1=CC(=C(C=O)C(=C1)C)OC 4-fluoro-2-methoxy-6-methyl-benzaldehyde